6-bromo-5-((3,4-difluorophenyl)amino)-7-fluoro-1H-indazole-1-carboxylic acid benzyl ester C(C1=CC=CC=C1)OC(=O)N1N=CC2=CC(=C(C(=C12)F)Br)NC1=CC(=C(C=C1)F)F